N1(CCCCCC1)C1=C(C=CC(=C1)[N+](=O)[O-])C1=NC=C2N1C=CN=C2 3-[2-(azepan-1-yl)-4-nitrophenyl]imidazo[1,5-a]pyrazine